5-furoate O1C=CC=C1C(=O)[O-]